3H-benzo[e]indole C1=CNC=2C=CC3=C(C12)C=CC=C3